NC1=CC(=C(C=C1)C1=CC=C(C=C1C)N)C 4,4'-diamino-2,6'-dimethyl-1,1'-biphenyl